(S)-2-((6-(4-fluorophenyl)-8-methoxyquinazolin-4-yl)amino)-2-(6-methoxypyridin-3-yl)ethan-1-ol FC1=CC=C(C=C1)C=1C=C2C(=NC=NC2=C(C1)OC)N[C@H](CO)C=1C=NC(=CC1)OC